3-(3-(trifluoromethyl)phenyl)quinoline FC(C=1C=C(C=CC1)C=1C=NC2=CC=CC=C2C1)(F)F